ethyl 3-((6-(2-methyloxazol-5-yl)isoquinolin-5-yl)amino)cyclobutane-1-carboxylate CC=1OC(=CN1)C=1C(=C2C=CN=CC2=CC1)NC1CC(C1)C(=O)OCC